C1(=CC=CC2=C(C=CC=C12)CN1CCOCC1)C1=CC2=CC=CC=C2C=C1 [1,2'-Binaphthalen]-5-ylmethyl-morpholine